5-[(2,3-difluoro-6-nitro-anilino)methyl]pyrimidine-2-carbonitrile FC1=C(NCC=2C=NC(=NC2)C#N)C(=CC=C1F)[N+](=O)[O-]